Cl.N[C@H](C(=O)N[C@H](C(=O)OCC)CC1=CC=CC=C1)CC1=CC(=CC(=C1)SCCCl)SCCCl Ethyl (2S)-2-[[(2S)-2-amino-3-[3,5-bis(2-chloroethylsulfanyl)phenyl]propanoyl]amino]-3-phenyl-propanoate hydrochloride